NC=1C(=C(C=C2C=C(N=CC12)NC(OC1CC(C1)N(C)C)=O)C1=C(C2=C(OCCN2)N=C1)C)F (1R,3R)-3-(dimethylamino)cyclobutyl (8-amino-7-fluoro-6-(8-methyl-2,3-dihydro-1H-pyrido[2,3-b][1,4]oxazin-7-yl)isoquinolin-3-yl)carbamate